O1C=NC2=C1C=C(C=C2)N benzo[d]oxazol-6-amine